methyl 2-[(1R,3R,5S)-3-[(3-[bicyclo[2.2.2]octan-1-yl]-5-cyclopropyl-1,2-oxazol-4-yl)carbonyloxy]-8-azabicyclo[3.2.1]octan-8-yl]-4-fluoro-1,3-benzothiazole-6-carboxylate C12(CCC(CC1)CC2)C2=NOC(=C2C(=O)OC2C[C@H]1CC[C@@H](C2)N1C=1SC2=C(N1)C(=CC(=C2)C(=O)OC)F)C2CC2